C(#N)C=1C=NN(C1)C1C(CC1)C=1NC(C2=C(N1)N(N=C2C#N)C(C)C2CCOCC2)=O 6-(2-(4-cyano-1H-pyrazol-1-yl)cyclobutyl)-4-oxo-1-(1-(tetrahydro-2H-pyran-4-yl)ethyl)-4,5-dihydro-1H-pyrazolo[3,4-d]pyrimidine-3-carbonitrile